N-(4-((4-(tert-butyl)phenyl)amino)benzyl)-N-hydroxy-4-methylpiperazine-1-carboxamide C(C)(C)(C)C1=CC=C(C=C1)NC1=CC=C(CN(C(=O)N2CCN(CC2)C)O)C=C1